(S)-4-Bromo-N-(1-(3-fluoroazetidin-1-yl)-3-methylbutan-2-yl)-N-methylbenzamide BrC1=CC=C(C(=O)N(C)[C@H](CN2CC(C2)F)C(C)C)C=C1